2-[[4-[[(2'S,7r)-2,2'-dimethylspiro[4,5-dihydrothieno[2,3-c]pyran-7,4'-piperidin]-1'-yl]methyl]pyrazol-1-yl]methyl]-2-methyl-propane-1,3-diol CC1=CC2=C(S1)[C@@]1(C[C@@H](N(CC1)CC=1C=NN(C1)CC(CO)(CO)C)C)OCC2